NC=1C=2N(C3=CC(=C(C=C3N1)F)C(=O)N1[C@@H]3[C@H](CCC1)OC1=C3C=CC(=C1F)OC(F)(F)F)C=NC2 (4-amino-7-fluoroimidazo[1,5-a]quinoxalin-8-yl)((4aS,9bS)-6-fluoro-7-(trifluoromethoxy)-3,4,4a,9b-tetrahydrobenzofuro[3,2-b]pyridin-1(2H)-yl)methanone